dicobalt butyl-acetylene C(CCC)C#C.[Co].[Co]